C1(CCCCC1)[C@@H](C(=O)N1[C@@H](CCC1)C=1SC=C(N1)C(C1=CC(=CC=C1)O)=O)NC([C@H](C)N(C(OCC1=CC=CC=C1)=O)C)=O benzyl ((S)-1-(((S)-1-cyclohexyl-2-((S)-2-(4-(3-hydroxybenzoyl) thiazol-2-yl) pyrrolidin-1-yl)-2-oxoethyl)amino)-1-oxopropan-2-yl)(methyl)carbamate